C(C)(C)C1=CC(=NC=C1)C1=C(C=CC=C1)O 2-(4-isopropylpyridin-2-yl)phenol